FC(C(CC(=O)NC1=NC2=C(N1C1(CCC1)C)C=C(C=C2F)OC)(C)C)(F)F 4,4,4-trifluoro-N-(4-fluoro-6-methoxy-1-(1-methylcyclobutyl)-1H-benzo[d]imidazol-2-yl)-3,3-dimethylbutanamide